COC(=O)C1(C2CCCC(C1)N2S(=O)(=O)C2=CC=C(C=C2)[N+](=O)[O-])C(=O)OC 8-(4-Nitrophenylsulphonyl)-8-azabicyclo[3.2.1]Octane-6,6-dicarboxylic acid dimethyl ester